C1(CC1)C=1C=C(C(N(C1)C1CCOCC1)=O)NC=1N(C=2C(=NC=C(C2OC)OC=2C=NN3C2C=NC=C3)N1)C 5-cyclopropyl-3-((7-methoxy-1-methyl-6-(pyrazolo[1,5-a]pyrazin-3-yloxy)-1H-imidazo[4,5-b]pyridin-2-yl)amino)-1-(tetrahydro-2H-pyran-4-yl)pyridin-2(1H)-one